6-cyclobutoxy-4-methylpyridine C1(CCC1)OC1=CC(=CC=N1)C